(R)-2-(5-(isopropoxymethyl)-2-methoxyphenyl)-2-((R)-3-((5-(5,6,7,8-tetrahydro-1,8-naphthyridin-2-yl)pentyl)oxy)pyrrolidin-1-yl)acetic acid C(C)(C)OCC=1C=CC(=C(C1)[C@H](C(=O)O)N1C[C@@H](CC1)OCCCCCC1=NC=2NCCCC2C=C1)OC